4-methoxyphenethyl 4-(dimethyl (phenyl) silyl)-2,2-difluorobutyrate C[Si](CCC(C(=O)OCCC1=CC=C(C=C1)OC)(F)F)(C1=CC=CC=C1)C